ClC1=C(OC2=C(N)C=CC=C2F)C=CC=C1 2-(2-chlorophenoxy)-3-fluoro-aniline